FC(C=1C=CC2=C(C[C@H](O2)C=2C=C(C(=O)NCCC(=O)O)C=CC2)C1)(F)F (S)-3-(3-(5-(trifluoromethyl)-2,3-dihydrobenzofuran-2-yl)benzamido)propanoic acid